ClC1=C(OC=2C=C3C(=CN(C3=CC2)S(=O)(=O)C2=CC=C(C=C2)C)I)C(=CC(=C1)[N+](=O)[O-])Cl 5-(2,6-dichloro-4-nitrophenoxy)-3-iodo-1-(4-methylbenzenesulfonyl)indole